2,4-dimethylimidazolidine CC1NCC(N1)C